(S)-4-(5,5-difluoro-4-hydroxy-3-((trifluoromethyl)sulfonyl)-4,5,6,7-tetrahydro-1H-indole-1-yl)-2-(difluoromethyl)benzonitrile FC1([C@H](C=2C(=CN(C2CC1)C1=CC(=C(C#N)C=C1)C(F)F)S(=O)(=O)C(F)(F)F)O)F